C(C1=CC=CC=C1)NC1CCC(CC1)=C(F)F N-benzyl-4-(difluoromethylene)cyclohexan-1-amine